(1S,3S)-N1-(4-(2-methyl-2H-indazol-5-yl)pyrimidin-2-yl)cyclopentane-1,3-diamine CN1N=C2C=CC(=CC2=C1)C1=NC(=NC=C1)N[C@@H]1C[C@H](CC1)N